1-(4-(3-(5-methyl-1H-1,2,4-triazole-1-yl)propyl)thiazol-2-yl)-3-phenylurea CC1=NC=NN1CCCC=1N=C(SC1)NC(=O)NC1=CC=CC=C1